[Ni].[Sb].[Ti] Titanium antimony nickel